C1(=CC=C(C=C1)CCCCCCCCO)CCCCCCCCO 4-benzenedioctanol